IC1=CN(C=2N=CN=C(C21)N2CCN(C1(CC1)C2)C(=O)OC(C)(C)C)S(=O)(=O)CC2=CC=CC=C2 tert-butyl 7-(5-iodo-7-toluenesulfonyl-7H-pyrrolo[2,3-d]pyrimidin-4-yl)-4,7-diazaspiro[2.5]octane-4-carboxylate